1-(3-(3-chloro-4-(6-(1-methylcyclopropoxy)-9-((4-(trifluoromethyl)pyridin-2-yl)methyl)-9H-purin-8-yl)phenoxy)propyl)azetidin-3-ol ClC=1C=C(OCCCN2CC(C2)O)C=CC1C=1N(C2=NC=NC(=C2N1)OC1(CC1)C)CC1=NC=CC(=C1)C(F)(F)F